(R)-1-(7-ethoxy-4-(1-isopropyl-3-phenyl-1H-pyrazol-4-yl)quinazolin-6-yl)ethan-1-ol C(C)OC1=C(C=C2C(=NC=NC2=C1)C=1C(=NN(C1)C(C)C)C1=CC=CC=C1)[C@@H](C)O